N(=[N+]=[N-])CCOCCOCCOCCOCCOCCOCCC(=O)N[C@H](C(=O)N[C@H](C(=O)NC1=CC=C(C=C1)O[Si](C)(C)C(C)(C)C)CCCNC(=O)N)C(C)C 1-azido-N-((S)-1-(((S)-1-((4-((tert-butyldimethylsilyl)oxy)phenyl)amino)-1-oxo-5-ureidopentan-2-yl)amino)-3-methyl-1-oxobutan-2-yl)-3,6,9,12,15,18-hexaoxahenicosan-21-amide